C1(=CC=CC=C1)C(C)N1C(C=CC1=O)=O N-(1-phenylethyl)-maleimide